COC1=CC=CC(=C1C1=CC=CC=C1)C(C(=O)O)N1CC(C1)OCCCCCC1=NC=2NCCCC2C=C1 2-(6-methoxy-[1,1'-biphenyl]-2-yl)-2-(3-((5-(5,6,7,8-tetrahydro-1,8-naphthyridin-2-yl)pentyl)oxy)azetidin-1-yl)acetic acid